4-amino-1-[(2R,3S,4R,5R)-4-[(tert-butyldimethylsilyl)oxy]-5-{[(tert-butyldimethylsilyl)oxy]methyl}-5-cyclopropyl-3-fluorooxolan-2-yl]pyrimidin-2-one NC1=NC(N(C=C1)[C@@H]1O[C@]([C@H]([C@@H]1F)O[Si](C)(C)C(C)(C)C)(C1CC1)CO[Si](C)(C)C(C)(C)C)=O